benzo[c]naphtho[2,1,8-qra]tetracene C1=C2C=CC=3C4=CC5=CC=CC=C5C=C4C=C4C5=C(C(=C2C34)C=C1)C=CC=C5